trans-6-bromo-2-((4-(dimethylamino)cyclohexyl)amino)-8-methylpyrido[2,3-d]pyrimidin-7(8H)-one BrC1=CC2=C(N=C(N=C2)N[C@@H]2CC[C@H](CC2)N(C)C)N(C1=O)C